O=CC(=O)N1[C@@H](CCC1)C#N (S)-1-(2-oxo-acetyl)pyrrolidine-2-carbonitrile